(R)-1-(2-chloropyridin-3-yl)ethyl (4-(5-((R)-2-hydroxy-propanamido) pyridin-2-yl)-1-methyl-1H-1,2,3-triazol-5-yl)carbamate O[C@@H](C(=O)NC=1C=CC(=NC1)C=1N=NN(C1NC(O[C@H](C)C=1C(=NC=CC1)Cl)=O)C)C